(2R,6R)-4-((R)-1-(2,6-difluorophenyl)-3-methoxypropyl)-1-isobutyryl-6-methyl-N-(4-(pyrimidin-2-yl)benzyl)piperazine-2-carboxamide FC1=C(C(=CC=C1)F)[C@@H](CCOC)N1C[C@@H](N([C@@H](C1)C)C(C(C)C)=O)C(=O)NCC1=CC=C(C=C1)C1=NC=CC=N1